Benzyl 5-(2-((3-azido-2-hydroxypropyl) (methyl) amino)-2-oxoethyl)-4-(2-chloro-7-(naphthalen-1-yl)-5,6,7,8-tetrahydropyrido[3,4-d]pyrimidin-4-yl)-2-methylpiperazine-1-carboxylate N(=[N+]=[N-])CC(CN(C(CC1N(CC(N(C1)C(=O)OCC1=CC=CC=C1)C)C=1C2=C(N=C(N1)Cl)CN(CC2)C2=CC=CC1=CC=CC=C21)=O)C)O